N-(4-(2-methylphenoxy)phenyl)thiourea CC1=C(OC2=CC=C(C=C2)NC(=S)N)C=CC=C1